FC1=C(C=C(C=C1)F)C=1C2=C(C(=NC1)OC)N=C(S2)NC(=O)N2CC1(CC2)CCOCC1 8-Oxa-2-aza-spiro[4.5]decane-2-carboxylic acid [7-(2,5-difluoro-phenyl)-4-methoxy-thiazolo[4,5-c]pyridin-2-yl]-amide